(2R,3R)-2-amino-N-((S)-8,9-difluoro-6-oxo-1,4,5,6-tetrahydro-2H-pyrano[3,4-c]isoquinolin-1-yl)-3-hydroxy-N-methylbutanamide N[C@@H](C(=O)N(C)[C@@H]1COCC=2NC(C=3C=C(C(=CC3C21)F)F)=O)[C@@H](C)O